2-hydroxypropyl methyl ether COCC(C)O